FC(OC1=CC=C(C=C1)S(=O)(=O)N1CC2=C(C1)CN(C2)C(CCO)=O)F 1-{5-[4-(Difluoromethoxy)benzenesulfonyl]-1H,2H,3H,4H,5H,6H-pyrrolo[3,4-c]pyrrol-2-yl}-3-hydroxypropan-1-one